ClC1=NC=C(C2=C1C(=CN2C)I)Cl 4,7-Dichloro-3-iodo-1-methyl-1H-pyrrolo[3,2-c]pyridine